5-(1-cyclopropyl-2-methyl-1H-imidazo[4,5-b]pyridin-6-yl)-4-(cyclopropylmethoxy)-N-(1-methyl-1H-pyrazol-4-yl)pyrrolo[2,1-f][1,2,4]triazin-2-amine C1(CC1)N1C(=NC2=NC=C(C=C21)C=2C=CN1N=C(N=C(C12)OCC1CC1)NC=1C=NN(C1)C)C